5,6a,7,8,9,9a-hexahydro-5-methyl-3-(phenylamino)-2-((4-(6-fluoropyridin-2-yl)phenyl)methyl)-cyclopent[4,5]imidazo[1,2-a]pyrazolo[4,3-e]pyrimidin-4(2H)-one CN1C=2N(C=3C(C1=O)=C(N(N3)CC3=CC=C(C=C3)C3=NC(=CC=C3)F)NC3=CC=CC=C3)C3C(N2)CCC3